C(C1=CC=CC=C1)OC([C@@H](C(CCN1C[C@@H](N(CC1)C(=O)OC(C)(C)C)C(=O)OC)(C)C)N1C(C2=CC=CC=C2C1=O)=O)=O (R)-1-tert-butyl 2-methyl 4-((R)-5-(benzyloxy)-4-(1,3-dioxoisoindolin-2-yl)-3,3-dimethyl-5-oxopentyl)piperazine-1,2-dicarboxylate